CC1=NN=C(N=N1)C=1C=C(C=CC1)NC(OC(C)(C)C)=O tert-butyl (3-(6-methyl-1,2,4,5-tetrazin-3-yl)phenyl)carbamate